C(CCCCCCCCCCCCCCCCCCCCC)(=O)OCC(O)CO glycerol mono-behenate